1-[3-[allyl(methoxy)phosphoryl]oxypropoxy]hexadecane C(C=C)P(=O)(OC)OCCCOCCCCCCCCCCCCCCCC